BrC1=NN(C(=C1C#N)NC)[C@H]1C[C@H](N(C1)C(=O)OC(C)(C)C)CF Tert-butyl (2S,4S)-4-[3-bromo-4-cyano-5-(methylamino)pyrazol-1-yl]-2-(fluoromethyl)pyrrolidine-1-carboxylate